P(=O)(OC1=C(C(=C(C(=C1OC)C1CCCCC1)C1CCCCC1)OC)C1=C(C=C(C=C1C(C)C)C(C)C)C(C)C)([O-])[O-] dicyclohexyl-[3,6-dimethoxy-2-(2,4,6-triisopropylphenyl) phenyl] phosphate